N3-(pyridin-2-yl)-1-(3-(trifluoromethyl)benzyl)-1H-1,2,4-triazole-3,5-diamine N1=C(C=CC=C1)NC1=NN(C(=N1)N)CC1=CC(=CC=C1)C(F)(F)F